di(4-tolyl)boronic acid C1(=CC=C(C=C1)OBOC1=CC=C(C=C1)C)C